C1(NC=CC2=CC=CC=C12)C(=O)OC(C)(C)C tert-butyl aza-naphthalene-1(2H)-carboxylate